C(C)(C)(C)OC(=O)N1[C@H]([C@H](CCC1)C(=O)O)C(=O)OC (2R,3S)-1-(tert-butoxycarbonyl)-2-(methoxycarbonyl)piperidine-3-carboxylic acid